10-hydroxy-octadeca-12,15-dienoic acid OC(CCCCCCCCC(=O)O)CC=CCC=CCC